7-bromo-6-methoxy-1H-pyrrolo[3,2-c]pyridine-3-carbaldehyde BrC=1C2=C(C=NC1OC)C(=CN2)C=O